8-fluoro-7-methyl-6-(1-((1-methyl-5-(trifluoromethyl)-1H-pyrazol-4-yl)sulfonyl)piperidin-4-yl)-[1,2,4]triazolo[1,5-a]pyridine FC=1C=2N(C=C(C1C)C1CCN(CC1)S(=O)(=O)C=1C=NN(C1C(F)(F)F)C)N=CN2